C1(CC1)CN1N=CC(=C1)C=1C(=CC(N(C1)C)=O)N1C=C(C=C1)C(=O)O 1-(5-(1-(cyclopropylmethyl)-1H-pyrazol-4-yl)-1-methyl-2-oxo-1,2-dihydropyridin-4-yl)-1H-pyrrole-3-carboxylic acid